C(C)(C)N1CCN(CC1)C(=O)C1=CC=C(C=C1)[C@@H]1CC2(CC(C2)C#N)CCN1CC1=C2C=CNC2=C(C=C1OC)C (2R,4r,6S)-6-(4-(4-isopropylpiperazine-1-carbonyl)phenyl)-7-((5-methoxy-7-methyl-1H-indol-4-yl)methyl)-7-azaspiro[3.5]nonane-2-carbonitrile